(2-Chloro-4-(trifluoromethyl)phenoxy)-4-fluoro-2-methoxyaniline hydrochloride tert-Butyl-(5-(2-chloro-4-(trifluoromethyl)phenoxy)-4-fluoro-2-methoxy-phenyl)carbamate C(C)(C)(C)N(C(O)=O)C1=C(C=C(C(=C1)OC1=C(C=C(C=C1)C(F)(F)F)Cl)F)OC.Cl.ClC1=C(ONC2=C(C=C(C=C2)F)OC)C=CC(=C1)C(F)(F)F